N-[(2-Fluoro-5-methoxy-phenyl)methyl]-2-[1-(trifluoromethyl)cyclopropyl]-1H-benzimidazole-5-carboxamide FC1=C(C=C(C=C1)OC)CNC(=O)C1=CC2=C(NC(=N2)C2(CC2)C(F)(F)F)C=C1